(1S,3S)-N-(7-chloro-6-(1-((3R,4R)-4-hydroxy-3-methyltetrahydrofuran-3-yl)piperidin-4-yl)isoquinolin-3-yl)-3-(2-hydroxypropan-2-yl)cyclobutane-1-carboxamide ClC1=C(C=C2C=C(N=CC2=C1)NC(=O)C1CC(C1)C(C)(C)O)C1CCN(CC1)[C@@]1(COC[C@@H]1O)C